ClC=1C(=NC=CC1)N1N=CC=C1C(=O)N(C)C1=C(C=C(C=C1C(NCCCC)=O)Cl)Br 1-(3-chloropyridin-2-yl)-N-(2-bromo-4-chloro-6-(N-butylcarbamoyl)phenyl)-N-methyl-1H-pyrazole-5-carboxamide